2-cyclopentylethan-1-one C1(CCCC1)CC=O